OCCC1=CC(=NC(=N1)C(F)(F)F)O[C@H]1CC[C@H](CC1)N1CC(C1)(N1N=CC(=C1)C=1C2=C(N=CN1)NC=C2)CC#N {1-(cis-4-{[6-(2-hydroxyethyl)-2-(trifluoromethyl)pyrimidin-4-yl]oxy}cyclohexyl)-3-[4-(7H-pyrrolo[2,3-d]pyrimidin-4-yl)-1H-pyrazol-1-yl]azetidin-3-yl}acetonitrile